N[C@H](C)C=1C=C(C=C2C(C=C(OC12)N1CCCCC1)=O)C 8-[(1R)-1-aminoethyl]-6-methyl-2-(1-piperidyl)chromen-4-one